CC(C)(COP(=O)(O)O)[C@H](C(=O)NCCC(=O)NCCS)O 4'-phosphopantetheine